(1R,3S)-3-(3-{[(5-methyl-1,3-oxazol-2-yl)acetyl]amino}-1H-pyrazol-5-yl)cyclopentyl[(3ξ)-3-methyltetrahydrofuran-3-yl]carbamate CC1=CN=C(O1)CC(=O)NC1=NNC(=C1)[C@@H]1C[C@@H](CC1)N(C([O-])=O)C1(COCC1)C